5-methyl-4-(1-naphthyl)-2-(2-thienyl)imidazole CC1=C(N=C(N1)C=1SC=CC1)C1=CC=CC2=CC=CC=C12